C(=CC)N1CC(CCC1)N(C1=C(C2=C(C(=N1)C=1C=NN(C1)C(F)F)C(NC2)=O)F)C 6-((1-propenylpiperidin-3-yl)(methyl)amino)-4-(1-(difluoromethyl)-1H-pyrazol-4-yl)-7-fluoro-1H-pyrrolo[3,4-C]pyridin-3(2H)-one